1-carboxymethyl-3-vinylimidazole ammonium bromide [Br-].[NH4+].C(=O)(O)CN1CN(C=C1)C=C